N-(1-(2-bromopyrimidin-4-yl)propyl)-2-methylpropane-2-sulfinamide BrC1=NC=CC(=N1)C(CC)NS(=O)C(C)(C)C